C(C)(C)(C)OC(=O)N1N=C(C2=CC=C(C=C12)Br)C(NC(C([2H])([2H])[2H])([2H])[2H])=O.CO[Si](CCC(F)(F)F)(OC)OC trimethoxy(3,3,3-trifluoropropyl)silane tert-butyl-6-bromo-3-((ethyl-d5)carbamoyl)-1H-indazole-1-carboxylate